4-(hydroxymethyl)-1-[6-(trifluoromethyl)-3-pyridinyl]pyrrolidin-2-one OCC1CC(N(C1)C=1C=NC(=CC1)C(F)(F)F)=O